C(C1=CC=CC=C1)(C1=CC=CC=C1)(C1=CC=CC=C1)SC1=CC=C(C=C1)[N+](=O)[O-] 4-nitrophenyl trityl sulfide